NCC(CN1C=NC2=CC=CC=C2C1=O)=O 3-(3-amino-2-oxopropyl)quinazolin-4(3H)-one